3-(4-((1,4,7,10-tetrakis(2-(tert-butoxy)-2-oxoethyl)-1,4,7,10-tetraazacyclododecane-2-yl)methyl)phenyl)propanoic acid C(C)(C)(C)OC(CN1C(CN(CCN(CCN(CC1)CC(OC(C)(C)C)=O)CC(OC(C)(C)C)=O)CC(OC(C)(C)C)=O)CC1=CC=C(C=C1)CCC(=O)O)=O